tert-Butyl 2-(2-ethoxy-2-oxoethyl)-9H-carbazole-9-carboxylate C(C)OC(CC1=CC=2N(C3=CC=CC=C3C2C=C1)C(=O)OC(C)(C)C)=O